3-((2-(2,6-Dioxopiperidin-3-yl)-1-oxoisoindolin-4-yl)amino)-3-oxopropionic acid O=C1NC(CCC1N1C(C2=CC=CC(=C2C1)NC(CC(=O)O)=O)=O)=O